5-(5-Cyano-2-cyclopropoxyphenyl)-N-((3R,5S)-1-cyano-5-(methoxymethyl)pyrrolidin-3-yl)-1,3,4-oxadiazole-2-carboxamide C(#N)C=1C=CC(=C(C1)C1=NN=C(O1)C(=O)N[C@H]1CN([C@@H](C1)COC)C#N)OC1CC1